Butyl 3-(4-nitro-1,3-dioxoisoindolin-2-yl)azetidine-1-carboxylate [N+](=O)([O-])C1=C2C(N(C(C2=CC=C1)=O)C1CN(C1)C(=O)OCCCC)=O